methoxymethyl-imidazole COCC=1NC=CN1